pyrazine-6-carbonitrile N1=CC=NC=C1C#N